4-chloro-5-methyl-5H-pyrrolo[3,2-d]Pyrimidine ClC=1C2=C(N=CN1)C=CN2C